1,2,4-Trihydroxybenzol OC1=C(C=C(C=C1)O)O